2-ethylbutanethioate C(C)C(C([O-])=S)CC